C(C)(C)(C)C1=NC=C(C=N1)C(=O)NC=1C(=NC=CC1C1=NC(=CC=C1)OC)C1CCC(CC1)(F)F 2-(tert-butyl)-N-(2'-(4,4-difluorocyclohexyl)-6-methoxy-[2,4'-bipyridin]-3'-yl)pyrimidine-5-carboxamide